2-(5-bromo-3-((5S,6S)-3-oxo-5,6-diphenyl-3,4,5,6-tetrahydropyrazin-2-yl)-1H-indol-1-yl)-N'-((E)-4-bromobenzylidene)acethydrazide BrC=1C=C2C(=CN(C2=CC1)CC(=O)N/N=C/C1=CC=C(C=C1)Br)C1=N[C@H]([C@@H](NC1=O)C1=CC=CC=C1)C1=CC=CC=C1